2-(difluoromethoxy)-3,4,5,6-tetrafluorobenzenesulfonyl chloride FC(OC1=C(C(=C(C(=C1F)F)F)F)S(=O)(=O)Cl)F